2,2-difluorobenzo[d][1,3]dioxol FC1(OC2=C(O1)C=CC=C2)F